ClC1=C(C(=CC=C1)Cl)NC1=CC(C1=O)=O 4-((2,6-dichlorophenyl)amino)cyclobut-3-ene-1,2-dione